2,2,4-triethyl-pentanediol C(C)C(C(O)O)(CC(C)CC)CC